ClC1=C(C=CC=C1)C1=C(C=CC(=C1)C(C)C)S(=O)(=O)N1CCC(CC1)(C(=O)OCC)F ethyl 1-((2'-chloro-5-isopropyl-[1,1'-biphenyl]-2-yl)sulfonyl)-4-fluoropiperidine-4-carboxylate